N1(N=CC=C1)C[C@H]1COC=2C(=C(C=C3C(=NC(N1C23)=O)N2[C@H](CN([C@@H](C2)C)C(C=C)=O)C)Cl)C2=C(C=CC=C2O)F (3S,10S)-3-((1H-pyrazol-1-yl)methyl)-7-((2S,5R)-4-acryloyl-2,5-dimethylpiperazin-1-yl)-9-chloro-10-(2-fluoro-6-hydroxyphenyl)-2H-[1,4]oxazino-[2,3,4-ij]quinazolin-5(3H)-one